(2S)-4-(2,3-dichloro-6-hydroxyphenyl)piperazine-2-carboxamide ClC1=C(C(=CC=C1Cl)O)N1C[C@H](NCC1)C(=O)N